3-(phenylmethyloxy)benzaldehyde C1(=CC=CC=C1)COC=1C=C(C=O)C=CC1